tert-butyl (2-(2-(2,3-difluoro-6-(2-morpholinothiazol-4-yl)phenoxy)ethoxy)ethyl)carbamate FC1=C(OCCOCCNC(OC(C)(C)C)=O)C(=CC=C1F)C=1N=C(SC1)N1CCOCC1